3-[5-[4-(azetidin-3-yl)piperazin-1-yl]-3-methyl-2-oxo-benzimidazol-1-yl]piperidine-2,6-dione N1CC(C1)N1CCN(CC1)C1=CC2=C(N(C(N2C)=O)C2C(NC(CC2)=O)=O)C=C1